FC(C1=C(OC2=CC(=CC=C2)OC2=C(C=C(C=C2)N)C(F)(F)F)C=CC(=C1)N)(F)F 1,3-bis(2-trifluoromethyl-4-aminophenoxy)benzene